N(=C=O)CC1(C2CC(C(C1)C2)CCN=C=O)CCCN=C=O 2-isocyanatomethyl-2-(3-isocyanatopropyl)-5-(2-isocyanatoethyl)-bicyclo[2.2.1]-heptane